2-(2-phenylvinyl)-3-aminopyridine C1(=CC=CC=C1)C=CC1=NC=CC=C1N